O1CCCC2=CC(=CC=C12)CN[C@](C(=O)O)(CCC(C)(C)C)C (S)-2-{[(6-chromanyl)methyl]amino}-2,5,5-trimethylhexanoic acid